Cl.Cl.C1(=CC=CC=C1)[C@@H]1[C@@H](CNC1)OC1=C2C=CN=CC2=CC=C1 |r| 5-{[(±)-cis-4-Phenylpyrrolidin-3-yl]oxy}isoquinoline dihydrochloride